C[C@@H]1N(CC1)C=1N=C(C2=C(N1)CCC2)C=2C=CC1=C(NC(=N1)C(F)(F)F)C2 6-[2-[(2S)-2-methylazetidin-1-yl]-6,7-dihydro-5H-cyclopenta[d]pyrimidin-4-yl]-2-(trifluoromethyl)-1H-benzimidazole